NC1=NC(=CC=C1)N 2,6-Diaminopyridin